N1=C(C=CC2=CC=C3C=CC(=NC3=C12)C=1N=NN(C1)CCO)C=1N=NN(C1)CCO 2,2'-((1,10-phenanthroline-2,9-diyl)bis(1H-1,2,3-triazol-4,1-diyl))bis(ethane-1-ol)